COC1=C(C=C2C(NC(=NC2=C1)C)=C=O)C1CCCCC1 (1R,4R)-4-(7-methoxy-2-methyl-4-carbonyl-3,4-dihydroquinazolin-6-yl)cyclohexane